Cl.FC(F)(F)C1=C(C2=C(S1)CCC2)N (trifluoromethyl)-4H,5H,6H-cyclopenta[b]thiophen-3-amine hydrochloride